(±)-2-methyl-2-((2-(p-tolyl)prop-1-en-1-yl)oxy)propanoic acid methyl ester COC(C(C)(OC=C(C)C1=CC=C(C=C1)C)C)=O